ClC1=C(CNC(=O)[C@@]2(C=3C=CC=NC3C(CC2)=O)F)C=CC=C1C(F)(F)F (R)-N-(2-chloro-3-(trifluoromethyl)benzyl)-5-fluoro-8-oxo-5,6,7,8-tetrahydroquinoline-5-carboxamide